(S)-tert-butyl((2-methylbut-3-yn-1-yl)oxy)diphenylsilane C(C)(C)(C)[Si](C1=CC=CC=C1)(C1=CC=CC=C1)OC[C@H](C#C)C